7-isopropyl-11-oxo-4-phenylethoxy-2,6,7,11-tetrahydro-1H-furo[2,3-H]pyrido[2,1-a]isoquinoline-10-carboxylic acid C(C)(C)C1N2C(C=3C4=C(C(=CC3C1)OCCC1=CC=CC=C1)OCC4)=CC(C(=C2)C(=O)O)=O